O[C@@H]1[C@@H]2CC[C@H](CC1(OC)OC)N2C(=O)OC(C)(C)C |r| rac-tert-butyl (1S,2R,5R)-2-hydroxy-3,3-dimethoxy-8-azabicyclo[3.2.1]octane-8-carboxylate